rac-(4aR,8aS)-6-[4-[(4-Fluorophenyl)-phenylmethyl]piperazine-1-carbonyl]-4,4a,5,7,8,8a-hexahydropyrido[4,3-b][1,4]oxazin-3-one FC1=CC=C(C=C1)C(N1CCN(CC1)C(=O)N1C[C@@H]2[C@@H](OCC(N2)=O)CC1)C1=CC=CC=C1 |r|